6-(2,3-Dihydrobenzofuran-6-yl)-3-methyl-1,2,3,4-tetrahydropyridine O1CCC2=C1C=C(C=C2)C2=CCC(CN2)C